C(CCC)OC1C(=C(C(O1)=O)Br)SCC1=CC=CC=C1 5-n-butoxy-4-benzylthio-3-bromo-2(5H)furanone